O=C1CNC(N1)=S 5-oxo-2-sulfanylideneimidazolidin